C(C)(C)(C)OC(=O)N[C@@H](CC(=O)OCC)C=1C=C(C=CC1Cl)C1=C(C=C(C=C1C)C)O Ethyl (S)-3-((tert-butoxycarbonyl)amino)-3-(4-chloro-2'-hydroxy-4',6'-dimethyl-[1,1'-biphenyl]-3-yl)propanoate